FC([C@H](O)C1=CC=C(CC=2C=NC3=CC=CC=C3C2)C=C1)(F)F |r| rac-3-(4-(2,2,2-trifluoro-1-hydroxyethyl)benzyl)quinolin